4-(4-chlorophenyl)-3,9-dimethyl-2-((5-(pent-4-yn-1-yl)pyridin-2-yl)ethynyl)-6H-thieno[3,2-f][1,2,4]triazolo[4,3-a][1,4]diazepine ClC1=CC=C(C=C1)C1=NCC=2N(C3=C1C(=C(S3)C#CC3=NC=C(C=C3)CCCC#C)C)C(=NN2)C